FC1=C(C=C(C=C1)NC(C=C)=O)NC1=NC(=NC=C1C1=CC=C(C=C1)C(F)(F)F)NC1=CC(=NS1)C N-[4-fluoro-3-({2-[(3-methyl-1,2-thiazol-5-yl)amino]-5-[4-(trifluoromethyl)phenyl]pyrimidin-4-yl}amino)phenyl]prop-2-enamide